6-(1-((5-chloro-1,3-dimethyl-1H-pyrazol-4-yl)sulfonyl)piperidin-4-yl)-7-methyl-[1,2,4]triazolo[1,5-b]pyridazine ClC1=C(C(=NN1C)C)S(=O)(=O)N1CCC(CC1)C=1C(=CC=2N(N1)N=CN2)C